CC1=CN=C(S1)C1=C2C=NN(C2=CC(=C1)C(=O)N[C@H](C)C=1C=NC(=NC1)C(F)(F)F)CC(F)(F)F (R)-4-(5-methylthiazol-2-yl)-1-(2,2,2-trifluoroethyl)-N-(1-(2-(trifluoromethyl)pyrimidin-5-yl)ethyl)-1H-indazole-6-carboxamide